4-oxo-4-(thiazol-2-yl)butyric acid tert-butyl ester C(C)(C)(C)OC(CCC(C=1SC=CN1)=O)=O